O1C(CCCC1)OCC=1NC2=CC=C(C=C2C1)C(=O)OC methyl 2-(((tetrahydro-2H-pyran-2-yl) oxy) methyl)-1H-indole-5-carboxylate